7-[3-(4-methyl-1-piperazinyl)propoxy]-3-acetylcoumarin oxime CN1CCN(CC1)CCCOC1=CC=C2C=C(C(OC2=C1)=NO)C(C)=O